7-[3-({9-chloro-7-methoxy-1H,2H,3H-cyclopenta[b]quinolin-6-yl}oxy)propyl]-7-azabicyclo[2.2.1]heptane ClC1=C2C(=NC=3C=C(C(=CC13)OC)OCCCN1C3CCC1CC3)CCC2